tert-butyl 2-(4,4-difluorocyclohexyl)-6-(((6-(thiazolo[4,5-d]pyrimidin-7-yl)-2-(1-(trifluoromethyl)cyclopropane-1-carbonyl)-2,6-diazaspiro[3.4]octan-8-yl)methoxy)methyl)benzoate FC1(CCC(CC1)C1=C(C(=O)OC(C)(C)C)C(=CC=C1)COCC1CN(CC12CN(C2)C(=O)C2(CC2)C(F)(F)F)C=2C1=C(N=CN2)N=CS1)F